(2S)-3-(tert-butoxycarbonylamino)-2-phenyl-propanoic acid C(C)(C)(C)OC(=O)NC[C@@H](C(=O)O)C1=CC=CC=C1